N-cyclobutyl-3-(5-(piperazin-1-yl)pyrazolo[1,5-a]pyrimidin-3-yl)pyridin-2-amine C1(CCC1)NC1=NC=CC=C1C=1C=NN2C1N=C(C=C2)N2CCNCC2